(S)-1-methyl-N-(3-(1-((1-methyl-1H-pyrazolo[3,4-b]pyrazin-6-yl)amino)ethyl)phenyl)-1H-pyrazolo[3,4-b]pyridine-6-carboxamide CN1N=CC=2C1=NC(=CC2)C(=O)NC2=CC(=CC=C2)[C@H](C)NC2=CN=C1C(=N2)N(N=C1)C